[Si](C)(C)(C(C)(C)C)C#CC1=CSC2=C1C(=NC=C2)N(C(C2=C(C=C(C=C2)I)F)=O)[C@H]2CN(CCC2)C(=O)OC(C)(C)C tert-butyl (R)-3-(N-(3-((tert-butyldimethylsilyl)ethynyl)thieno[3,2-c]pyridin-4-yl)-2-fluoro-4-iodobenzamido)piperidine-1-carboxylate